[(2R,3R,4S,5R,6R)-6-methoxy-3,4,5-tris(propanoyloxy)oxan-2-yl]methyl propanoate C(CC)(=O)OC[C@H]1O[C@H]([C@@H]([C@H]([C@@H]1OC(CC)=O)OC(CC)=O)OC(CC)=O)OC